CC(CCCCCCCCCCCCCCCCCC)=O 2-eicosanone